NC=1C=CC=2N=CN(C(C2N1)=O)CC1(CCN(CC1)C(=O)[C@H]1[C@@H](CN(CC1)CC1=CC=CC=C1)C1=CC=CC=C1)O 6-amino-3-[[1-[(3R,4R)-1-benzyl-3-phenyl-piperidine-4-carbonyl]-4-hydroxy-4-piperidinyl]methyl]pyrido[3,2-d]pyrimidin-4-one